[1,3-bis(2,6-diisopropylphenyl)imidazol-2-ylidene]Nickel (II) C(C)(C)C1=C(C(=CC=C1)C(C)C)N1C(N(C=C1)C1=C(C=CC=C1C(C)C)C(C)C)=[Ni]